C(C1=CC=CC=C1)N1CC(C(CC1)(O)C#C)CC1=CNC2=CC(=C(C=C12)F)F 1-benzyl-3-[(5,6-difluoro-1H-indol-3-yl)methyl]-4-ethynylpiperidin-4-ol